ClC1=CC=C(S1)CNC1=CC(=NN1C(=O)C=1N=CSC1)C1CC2CCC(C1)N2S(=O)(=O)C N-[(5-chlorothiophen-2-yl)methyl]-3-8-methanesulfonyl-8-azabicyclo[3.2.1]octan-3-yl-1-(1,3-thiazole-4-carbonyl)-1H-pyrazol-5-amine